aminoethylphenoxazine NCCC1=CC=CC=2OC3=CC=CC=C3NC12